C1(CC1)CN(C1CCC(CC1)N(C1=CC(N(C=2C=CC(=NC12)C#N)C)=O)C)C1=CC(=C(C(=C1)OC)F)OC 8-((4-((cyclopropylmethyl)(4-fluoro-3,5-dimethoxyphenyl)amino)cyclohexyl)(methyl)amino)-5-methyl-6-oxo-5,6-dihydro-1,5-naphthyridine-2-carbonitrile